4-Amino(3-methylbutyl)trimethoxysilan NCC(CC[Si](OC)(OC)OC)C